ClC1=CC(=C(C=N1)C1=NN=C(S1)C12OCC(CC1)(CC2)NC(C)=O)NC(C)C N-(1-(5-(6-chloro-4-(isopropylamino)pyridin-3-yl)-1,3,4-thiadiazol-2-yl)-2-oxabicyclo[2.2.2]oct-4-yl)acetamide